ClC1=CC(=C(C=C1)C1C(C(NC1CC(C)(C)C)C(=O)O)C1=CC=CC=C1)F 4-(4-chloro-2-fluorophenyl)-5-neopentyl-3-phenylpyrrolidine-2-carboxylic acid